(S)-(2-(2-(tert-butoxycarbonyl)-2,6-diazaspiro[3.4]octan-6-yl)-4-((5-methyl-1-(methylamino)-1-oxohexan-3-yl)amino)pyrido[3,2-d]pyrimidin-7-yl)boronic acid C(C)(C)(C)OC(=O)N1CC2(C1)CN(CC2)C=2N=C(C1=C(N2)C=C(C=N1)B(O)O)N[C@H](CC(=O)NC)CC(C)C